CN1CC2(C1)CC(C2)C(=O)N[C@@H](CCCCCC(CC)=O)C=2NC(=CN2)C2=CC1=CN(N=C1C=C2)C (S)-2-methyl-N-(1-(5-(2-methyl-2H-indazol-5-yl)-1H-imidazol-2-yl)-7-oxononyl)-2-azaspiro[3.3]heptane-6-carboxamide